OC1CC(C1)C(=O)N1CC=2NC(=NC2C1)C1=NC=CC(=C1)C=1C(=NN(C1)C)C1=NC(=CC=C1)C (3-Hydroxycyclobutyl)(2-(4-(1-methyl-3-(6-methylpyridin-2-yl)-1H-pyrazol-4-yl)pyridin-2-yl)-4,6-dihydropyrrolo[3,4-d]imidazol-5(1H)-yl)ketone